tert-butyl (2R)-2-[benzyl (1H-pyrazol-3-ylmethyl) amino]-3-hydroxy-propionate C(C1=CC=CC=C1)N([C@@H](C(=O)OC(C)(C)C)CO)CC1=NNC=C1